CC1=C(C(=NN1)CO)C Dimethyl-hydroxymethyl-pyrazole